1-bromo-4-chloro-dibenzofuran BrC1=CC=C(C=2OC3=C(C21)C=CC=C3)Cl